FC1=C(C=CC(=C1)S(=O)(=O)C)C1(NC(=C(C(=N1)NC1=NNC(=C1)C)OC)C=1C=NN(C1)C)N 2-(2-fluoro-4-(methylsulfonyl)phenyl)-5-methoxy-N4-(5-methyl-1H-pyrazol-3-yl)-6-(1-methyl-1H-pyrazol-4-yl)pyrimidine-2,4-diamine